(pyrrolidin-1-yl)quinoxaline-5-carbonitrile N1(CCCC1)C1=NC=2C=CC=C(C2N=C1)C#N